4-((3'-(piperidin-1-yl)-[1,1'-biphenyl]-4-yl)thio)-1H-1,2,3-triazole-5-carboxylic acid N1(CCCCC1)C=1C=C(C=CC1)C1=CC=C(C=C1)SC=1N=NNC1C(=O)O